1-bromo-3-chloro-5-nitrobenzene BrC1=CC(=CC(=C1)[N+](=O)[O-])Cl